2-(2-Methoxy-pyridin-4-yl)-pentanoic acid (5-bromo-thiazol-2-yl)-amide BrC1=CN=C(S1)NC(C(CCC)C1=CC(=NC=C1)OC)=O